(R)-(3-(4,6-Difluorobenzo[d]thiazol-2-yl)-8-methyl-5,6-dihydro-[1,2,4]triazolo[4,3-a]pyrazin-7(8H)-yl)(4-fluorophenyl)methanone FC1=CC(=CC2=C1N=C(S2)C2=NN=C1N2CCN([C@@H]1C)C(=O)C1=CC=C(C=C1)F)F